(S)-1-(neopentyloxy)-1-oxopropan-2-aminium chloride [Cl-].C(C(C)(C)C)OC([C@H](C)[NH3+])=O